(2R,3S,4R,5R)-2-(4-acetamido-2-oxopyrimidin-1(2H)-yl)-5-((bis(4-methoxyphenyl)(phenyl)methoxy)methyl)-4-hydroxytetrahydrofuran-3-yl acetate C(C)(=O)O[C@@H]1[C@@H](O[C@@H]([C@H]1O)COC(C1=CC=CC=C1)(C1=CC=C(C=C1)OC)C1=CC=C(C=C1)OC)N1C(N=C(C=C1)NC(C)=O)=O